OCC1CN(CCC1)CCCCN1N=CC=C(C1=O)C1=CC=CC=C1 2-(4-(3-(hydroxymethyl)piperidin-1-yl)butyl)-4-phenylpyridazin-3(2H)-one